C1(=CC(=CC=C1)C=1C=NC2=CC=CN=C2C1)C 3-m-Tolyl-1,5-naphthyridine